CC1=NOC(=C1C=1C=C2C(=NC(=NC2=CC1)C=1C=NN(C1)CC(C)(O)C)N1CCOCC1)C (4-(6-(3,5-dimethylisoxazol-4-yl)-4-morpholinoquinazolin-2-yl)-1H-pyrazol-1-yl)-2-methylpropan-2-ol